(2R,3S,4R)-2-(acetoxymethyl)-6-hydroxytetrahydro-2H-pyran-3,4-diyl diacetate C(C)(=O)O[C@@H]1[C@H](OC(C[C@H]1OC(C)=O)O)COC(C)=O